((R)-1-(4-Amino-7-(4-carbamoyl-3-fluorophenyl)pyrrolo[2,1-f][1,2,4]triazin-5-yl)piperidin-3-yl)-4-((cis-3-(dimethylamino)cyclohexyl)oxy)-2-methylthiazole-5-carboxamide NC1=NC=NN2C1=C(C=C2C2=CC(=C(C=C2)C(N)=O)F)N2C[C@@H](CCC2)NC(=O)C2=C(N=C(S2)C)O[C@@H]2C[C@@H](CCC2)N(C)C